C(C)(C)(C)N(C(O)=O)CC1NCC1.CC(C)(C1=NC=CC=C1S(=O)(=O)C)N(C1=NC=C(C=N1)C=1C=C(C(=O)N)C=CC1)O 3-[2-({1-methyl-1-[3-(methylsulfonyl)(2-pyridyl)]ethyl}(hydroxyamino))pyrimidin-5-yl]benzamide tert-butyl-(azetidin-2-ylmethyl)carbamate